FC1=C(C=C2C=CC=NC2=C1)C(=O)NC=1C=CC=2N(C1)C=C(N2)[C@@H]2N(CCC2)C |o1:23| rel-7-fluoro-N-{2-[(2R)-1-methylpyrrolidin-2-yl]imidazo[1,2-a]pyridin-6-yl}quinoline-6-carboxamide